IC1=CC=NC2=C1OC[C@H]1N2C[C@@H](C1)OS(=O)(=O)C(F)(F)F trifluoromethanesulfonic acid (6aS,8R)-4-iodo-6a,7,8,9-tetrahydro-6H-pyrido[3,2-b]pyrrolo[1,2-d][1,4]oxazin-8-yl ester